N1-(2-fluorophenyl)-N2-(4-(((S)-3-oxo-1-((S)-2-oxopyrrolidin-3-yl)-4-(trifluoromethoxy)butan-2-yl)carbamoyl)tetrahydro-2H-pyran-4-yl)oxalamide FC1=C(C=CC=C1)NC(C(=O)NC1(CCOCC1)C(N[C@@H](C[C@H]1C(NCC1)=O)C(COC(F)(F)F)=O)=O)=O